C(C)OC1=NC=CC=C1C(=O)N1CCC(CC1)CCCCNC(=O)C1=CC=2C=NC=CC2N1 N-(4-{1-[(2-ethoxypyridin-3-yl)carbonyl]piperidin-4-yl}butyl)-1H-pyrrolo[3,2-c]pyridine-2-carboxamide